FC1=CC2=C(N=C(O2)C2=CC=C(C=C2)NC(=O)C2COCC2)C=C1 N-[4-(6-Fluoro-1,3-benzoxazol-2-yl)phenyl]tetrahydrofuran-3-carboxamid